4-[2-hydroxy-3-(isopropylamino)propoxy]aniline OC(COC1=CC=C(N)C=C1)CNC(C)C